2-trimethylstannyl-thiophene C[Sn](C=1SC=CC1)(C)C